N1(C=NC=C1)C[C@@H]1CCNC1 (2R,4R)-4-(1H-imidazol-1-ylmethyl)-pyrrolidin